ClC1=CC(=C(S1)C(=O)NC=1C=C(C(=O)OCC)C=CC1)S(N(C)C1=C(C=C(C=C1)OCC)F)(=O)=O Ethyl 3-(5-chloro-3-(N-(4-ethoxy-2-fluorophenyl)-N-methylsulfamoyl)thiophene-2-carboxamido)benzoate